CCCCCCCCCCCCCCCCCCCCCCCCOC[C@H](COP(=O)([O-])OCC[N+](C)(C)C)OC(=O)CCCC/C=C\C/C=C\C/C=C\CCCCC 1-tetracosyl-2-(6Z,9Z,12Z-octadecatrienoyl)-sn-glycero-3-phosphocholine